C1(CC1)C1=NN(C=N1)C1CC2(CN(C2)C(=O)C=2C=NC(=C(C2)F)OCC2(CC2)C(F)(F)F)C1 [6-(3-cyclopropyl-1,2,4-triazol-1-yl)-2-azaspiro[3.3]heptan-2-yl]-[5-fluoro-6-[[1-(trifluoromethyl)cyclopropyl]methoxy]-3-pyridinyl]methanone